CC1(CN(CC1)C1CCC=2C1=NNC(C2C(F)(F)F)=O)C(=O)N2CCN(CC2)C2=NC=C(C=N2)C(F)(F)F 7-(3-Methyl-3-(4-(5-(trifluoromethyl)pyrimidin-2-yl)piperazine-1-carbonyl)pyrrolidin-1-yl)-4-(trifluoromethyl)-2,5,6,7-tetrahydro-3H-cyclopenta[c]pyridazin-3-one